5-[8-[(1S,2S)-2-[3,3-dimethyl-2-oxo-1-(2,2,2-trifluoroethyl)pyrrolo[3,2-b]pyridin-6-yl]cyclopropyl]imidazo[1,2-b]pyridazin-6-yl]-1H-pyrimidine-2,4-dione CC1(C(N(C=2C1=NC=C(C2)[C@@H]2[C@H](C2)C=2C=1N(N=C(C2)C=2C(NC(NC2)=O)=O)C=CN1)CC(F)(F)F)=O)C